{2,6-bis[2,6-dimethyl-4-(benzhydryl)phenyl]Phenyl}-dicyclohexylphosphine CC1=C(C(=CC(=C1)C(C1=CC=CC=C1)C1=CC=CC=C1)C)C1=C(C(=CC=C1)C1=C(C=C(C=C1C)C(C1=CC=CC=C1)C1=CC=CC=C1)C)P(C1CCCCC1)C1CCCCC1